CN(C)CC1CCN(CC1)C1=C(C=C(C=N1)CC1=CN=C2C(=NC(=NN21)NC(CC)CC)N)C 7-((6-(4-((Dimethylamino)methyl)piperidin-1-yl)-5-methylpyridin-3-yl)methyl)-N2-(pentan-3-yl)imidazo[2,1-f][1,2,4]triazin-2,4-diamin